FC=1C=CC(=NC1)[C@@H](C)OC=1C=2N(C=C(C1)C=1C=NN(C1C)C1CCC(CC1)(C)O)N=CC2C#N 4-((R)-1-(5-fluoropyridin-2-yl)ethoxy)-6-(1-((1s,4S)-4-hydroxy-4-methylcyclohexyl)-5-methyl-1H-pyrazol-4-yl)pyrazolo[1,5-a]pyridine-3-carbonitrile